ClC1=CC(=NC=2N1N=CC2)CCC 7-chloro-5-propylpyrazolo[1,5-a]pyrimidine